C1(CC1)C1=NC(=CC(=N1)C(=O)NC1=CC(=CC=C1)[C@H](CC1=NN=CN1C)C)C (S)-2-Cyclopropyl-6-methyl-N-(3-(1-(4-methyl-4H-1,2,4-triazol-3-yl)propan-2-yl)phenyl)pyrimidine-4-carboxamide